3,5-dibromo-2,6-bis(trifluoromethyl)pyridin-4-amine BrC=1C(=NC(=C(C1N)Br)C(F)(F)F)C(F)(F)F